FC1=CC=2N(C=C1)N=C(N2)N[C@@H]2C[C@H](CC2)NC2=CC=C(C=N2)NC(C2=C(C(=NC(=C2)C)C)CO)=O N-(6-(((1S,3S)-3-((7-fluoro-[1,2,4]triazolo[1,5-a]pyridin-2-yl)amino)cyclopentyl)amino)pyridin-3-yl)-3-(hydroxymethyl)-2,6-dimethylisonicotinamide